2-(2-(4,4-difluoroazepan-1-yl)-7-fluoroquinoline-3-carboxamido)oxazole-4-carboxamide FC1(CCN(CCC1)C1=NC2=CC(=CC=C2C=C1C(=O)NC=1OC=C(N1)C(=O)N)F)F